n-hexyltriethoxysilane CCCCCC[Si](OCC)(OCC)OCC